2-(3-chloropyridin-2-yl)-2-ethylbutan-1-amine ClC=1C(=NC=CC1)C(CN)(CC)CC